1-(4-{6-[6-(1,1-difluoroethyl)-3-methyl-3H-imidazo[4,5-b]pyridin-2-yl]-5-(ethanesulfonyl)pyridin-3-yl}phenyl)cyclopropane-1-carbonitrile FC(C)(F)C=1C=C2C(=NC1)N(C(=N2)C2=C(C=C(C=N2)C2=CC=C(C=C2)C2(CC2)C#N)S(=O)(=O)CC)C